[Si](C1=CC=CC=C1)(C1=CC=CC=C1)(C(C)(C)C)OC1CC(N[C@@H]2CN(CC[C@H]12)C(=O)OC1=CC=C(C=C1)[N+](=O)[O-])=O (4-nitrophenyl) (4aS,8aS)-4-[tert-butyl(diphenyl)silyl]oxy-2-oxo-1,3,4,4a,5,6,8,8a-octahydro-1,7-naphthyridine-7-carboxylate